2,5-dimethylphenoxide CC1=C([O-])C=C(C=C1)C